3-[(3-chloro-2-methoxyphenyl)amino]-2-[3-(3-fluoro-3-methylbut-1-yn-1-yl)pyridin-4-yl]-1H,5H,6H,7H-pyrrolo[3,2-c]pyridin-4-one ClC=1C(=C(C=CC1)NC1=C(NC2=C1C(NCC2)=O)C2=C(C=NC=C2)C#CC(C)(C)F)OC